1-isobutyryl-6-methyl-4-(phenylsulfonyl)-N-(4-propylbenzyl)piperazine-2-carboxamide C(C(C)C)(=O)N1C(CN(CC1C)S(=O)(=O)C1=CC=CC=C1)C(=O)NCC1=CC=C(C=C1)CCC